pyrimidinyl-pyridone N1=C(N=CC=C1)C=1C(NC=CC1)=O